CN(C)CC=C N,N-dimethyl-allylamine